NC1=NC=NN2C1=C(C=C2C=2C=C(C(=NC2)OC)C(=O)N[C@@H]2CN(C[C@@H]2F)S(=O)(=O)CC2=C(C=CC=C2)[N+](=O)[O-])C(F)(F)F 5-[4-amino-5-(trifluoromethyl)pyrrolo[2,1-f][1,2,4]triazin-7-yl]-N-[(3R,4S)-4-fluoro-1-[(2-nitrophenyl)methanesulfonyl]pyrrolidin-3-yl]-2-methoxypyridine-3-carboxamide